C(C)OC=1C=C(C#N)C=C(C1[N+](=O)[O-])NCC 3-ethoxy-5-(ethylamino)-4-nitrobenzonitrile